2-methyl-N-[3-chloro-4-[4-(piperidine-4-carbonyl)piperazine-1-carbonyl]phenyl]-5-[4-(difluoromethoxy)-2,3-difluoro-phenyl]-imidazole-2-carboxamide CC1(N=C(C=N1)C1=C(C(=C(C=C1)OC(F)F)F)F)C(=O)NC1=CC(=C(C=C1)C(=O)N1CCN(CC1)C(=O)C1CCNCC1)Cl